4-[3-(benzenesulfonyl)-3-(4-{[2-(trifluoromethyl)phenyl]methoxy}phenyl)pyrrolidine-1-carbonyl]-1λ6-thiane-1,1-dione C1(=CC=CC=C1)S(=O)(=O)C1(CN(CC1)C(=O)C1CCS(CC1)(=O)=O)C1=CC=C(C=C1)OCC1=C(C=CC=C1)C(F)(F)F